O[C@@H](CON1CC=CC=C1)CN1CCCCC1 N-{[(2R)-2-hydroxy-3-piperidin-1-ylpropyl]oxy}pyridine